OC1(CCC(CC1)N1N=C(C(=C1)NC=1N=CC2=C(N1)N(C(=C2)C#N)[C@H](COC)C)OC(C)C)C trans-2-((1-(4-hydroxy-4-methylcyclohexyl)-3-isopropoxy-1H-pyrazol-4-yl)amino)-7-((S)-1-methoxypropan-2-yl)-7H-pyrrolo[2,3-d]pyrimidine-6-carbonitrile